C1(=CC=CC2=CC=CC=C12)N(C1=CC(=C(C=C1)C1=C(C=C(N(C2=CC=CC=C2)C2=CC=CC3=CC=CC=C23)C=C1)C)C)C1=CC=CC=C1 N,N'-bis-(naphthalen-1-yl)-N,N'-bis-(phenyl)-2,2'-dimethylbenzidine